3-Formyl-Glucose C(=O)[C@]([C@H](C=O)O)(O)[C@H](O)[C@H](O)CO